methyl (S)-2-(2,6-difluoro-4-((S)-3-(trifluoromethyl)morpholino) benzamido)-3-(8-(1-methyl-2,4-dioxo-1,4-dihydropyrido[3,4-d]pyrimidin-3(2H)-yl)imidazo[1,2-a]pyridin-5-yl)propanoate FC1=C(C(=O)N[C@H](C(=O)OC)CC2=CC=C(C=3N2C=CN3)N3C(N(C2=C(C3=O)C=CN=C2)C)=O)C(=CC(=C1)N1[C@@H](COCC1)C(F)(F)F)F